4-(6-(3,6-diazabicyclo[3.1.1]hept-3-yl)pyridin-3-yl)-6-(2-hydroxy-2-methylpropoxy)pyrazolo[1,5-a]pyridine-3-carbonitrile dihydrochloride Cl.Cl.C12CN(CC(N1)C2)C2=CC=C(C=N2)C=2C=1N(C=C(C2)OCC(C)(C)O)N=CC1C#N